C(C)(C)(C)OC(=O)N1[C@@H]([C@@H](C[C@H]1CC#N)O)C (2R,3R,5R)-5-(cyanomethyl)-3-hydroxy-2-methylpyrrolidine-1-carboxylic acid tert-butyl ester